COC=1C=C2C(=C(N(C2=CC1)C(C1=CC=C(C=C1)[C@H]1O[C@@H]([C@H]([C@H]([C@@H]1O)O)O)OC)=O)C)CC(=O)O 2-(5-methoxy-2-methyl-1-(4-((2R,3S,4S,5S,6S)-3,4,5-trihydroxy-6-methoxytetrahydro-2H-pyran-2-yl)benzoyl)-1H-indol-3-yl)acetic acid